COC1=CC=C(CN2CC(N(CC2)C2=C(C=CC=C2)/C=C/C(=O)OCC)=O)C=C1 ethyl (E)-3-(2-(4-(4-methoxybenzyl)-2-oxopiperazin-1-yl)phenyl)acrylate